ClC=1C=NC=C(C1)F 3-chloro-5-fluoro-pyridin